1H-pyrrolo[2,3-b]Pyridine-5-carbonitrile N1C=CC=2C1=NC=C(C2)C#N